2,2,6,6-tetramethyl-heptan-3,5-dionat CC(C(=O)[O-])(C(CC(C(C)(C)C)=O)=O)C